2-(5-((4,4-dimethylpiperidin-1-yl)methyl)-3-fluoro-2-methoxyphenyl)-2-((R)-3-((5-(5,6,7,8-tetrahydro-1,8-naphthyridin-2-yl)pentyl)oxy)pyrrolidin-1-yl)acetic acid CC1(CCN(CC1)CC=1C=C(C(=C(C1)C(C(=O)O)N1C[C@@H](CC1)OCCCCCC1=NC=2NCCCC2C=C1)OC)F)C